C(C1=CC=CC=C1)N1C[C@@H](N(C2=C(C1=O)C=NC(=N2)C=2C=NC=CC2OC)C2=CC=CC=C2)C=C (S)-6-benzyl-2-(4-methoxy-3-pyridinyl)-9-phenyl-8-vinyl-6,7,8,9-tetrahydro-5H-pyrimido[4,5-e][1,4]Diazepin-5-one